2-[1-(4,4-dimethyl-1-cyclopenten-1-yl) ethoxy]-2-methylpropyl cyclopropanecarboxylate C1(CC1)C(=O)OCC(C)(C)OC(C)C1=CCC(C1)(C)C